Thiochromanone C1CSC2=CC=CC=C2C1=O